7-chloro-4-((2s,5r)-2,5-dimethylpiperazin-1-yl)-6-fluoro-1-(2-isopropyl-4-(methylthio)pyridin-3-yl)pyrido[2,3-d]pyrimidin-2(1H)-one trifluoroacetate FC(C(=O)O)(F)F.ClC=1C(=CC2=C(N(C(N=C2N2[C@H](CN[C@@H](C2)C)C)=O)C=2C(=NC=CC2SC)C(C)C)N1)F